C(C)O[Si](CCCN1CN(CCC1)CCC[Si](OCC)(OCC)OCC)(OCC)OCC 1,3-bis(3-(triethoxysilyl)propyl)hexahydropyrimidine